N(O)=C1C(C2=CC=CC=C2C(C1)=O)=O Oximinonaphthoquinone